C1(CCCC1)N1N=CC(=C1)C(=O)NC1=CC2=C(C=N1)C=C(N2)C2=NC(=NC=C2)OC 1-cyclopentyl-N-(2-(2-methoxypyrimidin-4-yl)-1H-pyrrolo[3,2-c]pyridin-6-yl)-1H-pyrazole-4-carboxamide